C(C1=CC=CC=C1)OC(=O)N1CCN(CC1)C1=C(C=C(C(=C1)[N+](=O)[O-])C(C(=O)OCC)C#N)OC 4-(4-(1-cyano-2-ethoxy-2-oxoethyl)-2-methoxy-5-nitrophenyl)piperazine-1-carboxylic acid benzyl ester